(S)-1-(4-chloro-2-(trifluoromethyl)phenyl)-2'-(2-ethoxypyridin-3-yl)-7'-(pyrrolidin-3-yl)-7',8'-dihydro-6'H-spiro[piperidine-4,5'-[1,7]naphthyridin]-6'-one formate salt C(=O)O.ClC1=CC(=C(C=C1)N1CCC2(C=3C=CC(=NC3CN(C2=O)[C@@H]2CNCC2)C=2C(=NC=CC2)OCC)CC1)C(F)(F)F